N-((1-((2-((6-(1,4-diazepan-1-yl)pyridin-3-yl)oxy)-6-(3,5-dichlorophenyl)pyridin-4-yl)methyl)piperidin-4-yl)methyl)acetamide N1(CCNCCC1)C1=CC=C(C=N1)OC1=NC(=CC(=C1)CN1CCC(CC1)CNC(C)=O)C1=CC(=CC(=C1)Cl)Cl